1-(5-cyclopropylisoxazol-3-yl)ethan-1-ol C1(CC1)C1=CC(=NO1)C(C)O